(4R-cis)-6-[(acetoxy)methyl]-2,2-dimethyl-1,3-dioxane-4-acetic acid tert-butyl ester C(C)(C)(C)OC(C[C@@H]1OC(O[C@@H](C1)COC(C)=O)(C)C)=O